1-(2-((2-((3-chloro-2-fluorobenzyl)amino)-2-oxoethyl)(isopropyl)amino)-2-oxoethyl)-5-(4-methylpiperazine-1-carboxamido)-1H-indazole-3-carboxamide ClC=1C(=C(CNC(CN(C(CN2N=C(C3=CC(=CC=C23)NC(=O)N2CCN(CC2)C)C(=O)N)=O)C(C)C)=O)C=CC1)F